2-Ethyl-3-methoxy-benzoic acid N'-(1-tert-butyl-butyl)-N'-(3,5-dimethyl-benzoyl)-hydrazide C(C)(C)(C)C(CCC)N(NC(C1=C(C(=CC=C1)OC)CC)=O)C(C1=CC(=CC(=C1)C)C)=O